(1r,4r)-4-(3-Chloroanilino)-6'-(2-methylpropyloxy)-2'-(3-phenoxyphenyl)-2',3'-dihydrospiro[cyclohexane-1,1'-indene]-4-carboxylic acid ClC=1C=C(NC2(CCC3(C(CC4=CC=C(C=C34)OCC(C)C)C3=CC(=CC=C3)OC3=CC=CC=C3)CC2)C(=O)O)C=CC1